6-Cyano-1-methyl-4-{4-[3-(2-methylphenyl)-1,2,4-oxadiazol-5-yl]piperidin-1-yl}-2-oxo-7-[(oxolan-3-yl)oxy]-1,2-dihydroquinoline-3-carboxamide C(#N)C=1C=C2C(=C(C(N(C2=CC1OC1COCC1)C)=O)C(=O)N)N1CCC(CC1)C1=NC(=NO1)C1=C(C=CC=C1)C